FC1=C2CN([C@@H](C2=CC=C1)C)C(=O)C=1C=C2CN(C(C2=CC1)=O)C1C(NC(CC1)=O)=O 3-(5-((R)-4-fluoro-1-methylisoindoline-2-carbonyl)-1-oxoisoindolin-2-yl)piperidine-2,6-dione